(2-(((6-cyclopropyl-7-oxo-6,7-dihydro-5H-pyrrolo[3,4-b]pyridin-3-yl)oxy)methyl)-3-fluoroallyl)carbamic acid tert-butyl ester C(C)(C)(C)OC(NCC(=CF)COC=1C=C2C(=NC1)C(N(C2)C2CC2)=O)=O